2,2-Dimethylsuccinic acid CC(C(=O)O)(CC(=O)O)C